5,7-diphenylpyrazolo[1,5-a]pyrimidine-2-carboxylic acid C1(=CC=CC=C1)C1=NC=2N(C(=C1)C1=CC=CC=C1)N=C(C2)C(=O)O